C1(CC1)CC1N(CCN(C1)S(=O)(=O)C)C1=NC=C2C(=N1)N(N=C2C=2C(=C(C(=C(C2)C(F)(F)F)F)O)F)C 3-(6-(2-(Cyclopropylmethyl)-4-(methylsulfonyl)piperazin-1-yl)-1-methyl-1H-pyrazolo[3,4-d]pyrimidin-3-yl)-2,6-difluoro-5-(trifluoromethyl)phenol